C(C)(=O)OC1C(NC1C#CCO[Si](C)(C)C(C)(C)C)=O 3-acetoxy-4-(3-t-butyldimethylsilyloxy-1-propynyl)-2-azetidinone